N-(1-(5-(4-cyclopropyl-1H-imidazol-1-yl)-2-fluoro-4-methylphenyl)-2,2,2-trifluoroethyl)-6-(4-isopropyl-4H-1,2,4-triazol-3-yl)pyridin-2-amine C1(CC1)C=1N=CN(C1)C=1C(=CC(=C(C1)C(C(F)(F)F)NC1=NC(=CC=C1)C1=NN=CN1C(C)C)F)C